7-(dimethylphosphoryl)-1-methyl-4-[4-(5-methyl-1,3-benzoxazol-2-yl)piperidin-1-yl]-2-oxo-1,2-dihydroquinoline-3-carbonitrile CP(=O)(C)C1=CC=C2C(=C(C(N(C2=C1)C)=O)C#N)N1CCC(CC1)C=1OC2=C(N1)C=C(C=C2)C